tert-butyl N-[4-[1-methyl-5-[[4-(trifluoromethoxy)benzoyl]amino]-1,2,4-triazol-3-yl]phenyl]carbamate CN1N=C(N=C1NC(C1=CC=C(C=C1)OC(F)(F)F)=O)C1=CC=C(C=C1)NC(OC(C)(C)C)=O